6-(Azetidin-1-yl)-N-(2-methoxyethyl)-5-[4-(trifluoromethyl)phenoxy]pyridine-2-carboxamide N1(CCC1)C1=C(C=CC(=N1)C(=O)NCCOC)OC1=CC=C(C=C1)C(F)(F)F